N-[3-(difluoromethyl)-1-(4-formylcyclohexyl)pyrazol-4-yl]carbamic acid tert-butyl ester C(C)(C)(C)OC(NC=1C(=NN(C1)C1CCC(CC1)C=O)C(F)F)=O